NCCN(C(OC(C)(C)C)=O)CCCO[Si](C)(C)C(C)(C)C tert-butyl (2-aminoethyl)(3-((tert-butyldimethylsilyl)oxy)propyl)carbamate